2-azaspiro[3.4]Octane-2-carboxylic acid C1N(CC12CCCC2)C(=O)O